CC(=CCC)CC(CCC)(C)C 4,6,6-trimethyl-3-nonene